3,5-diethoxycaronyl-1,4-dihydrocollidine C(C)OC1(C(C2(C(C(C1)OCC)C2(C)C)N2C(=CC(C=C2C)C)C)=O)C